N1C2(C=CC3=CC=C4C=CC=NC4=C13)NC1=CC=CC=C1C2 indolinespirophenanthroline